tert-butyl N-[6-[(4-isopropoxypyridine-2-carboximidoyl)carbamothioylamino]-5-(trifluoromethyl)-3-pyridyl]-N-methyl-carbamate C(C)(C)OC1=CC(=NC=C1)C(=N)NC(=S)NC1=C(C=C(C=N1)N(C(OC(C)(C)C)=O)C)C(F)(F)F